[N+](=O)([O-])C(CCCC(=O)O)CCCCCCC(=O)O 5-nitro-dodecanedioic acid